tert-Butyl 4-(4-methylthiazol-2-yl)piperidine-1-carboxylate CC=1N=C(SC1)C1CCN(CC1)C(=O)OC(C)(C)C